FC1=CC=C(C=C1)NC(=O)C1(CCC1)C1=NC=2CCCN(C2C=C1)C1=NC(=NC=C1)C(F)(F)F N-(4-fluorophenyl)-1-(5-(2-(trifluoromethyl)pyrimidin-4-yl)-5,6,7,8-tetrahydro-1,5-naphthyridin-2-yl)cyclobutane-1-carboxamide